(R)-2-methyl-4-(6-(methylcarbamoyl)pyridin-3-yl)piperazine-1-carboxylic acid tert-butyl ester C(C)(C)(C)OC(=O)N1[C@@H](CN(CC1)C=1C=NC(=CC1)C(NC)=O)C